1-(2-(1-acetyl-4-(p-tolyl)-1H-imidazol-2-yl)piperidin-1-yl)-2-methylbutan-1-one C(C)(=O)N1C(=NC(=C1)C1=CC=C(C=C1)C)C1N(CCCC1)C(C(CC)C)=O